(4-trifluoromethylphenyl)-2,7-dihydroxypyrene FC(C1=CC=C(C=C1)C1=C(C=C2C=CC3=CC(=CC4=CC=C1C2=C34)O)O)(F)F